3-((2-chloro-5-oxo-5,6,7,8-tetrahydropyrido[4,3-d]pyrimidin-4-yl)oxy)-10-methyl-9,10,11,12-tetrahydro-8H-[1,4]diazepino[5',6':4,5]thieno[3,2-f]quinoxalin-8-one ClC=1N=C(C2=C(N1)CCNC2=O)OC2=NC=1C=CC3=C(C1N=C2)C2=C(S3)C(NC(CN2)C)=O